C(CCCCCCCC=CCC=CCCCCC)(=O)OCC 9,12-Octadecadienoic acid, ethyl ester